dimethyl 1,3-cyclopentanedicarboxylate C1(CC(CC1)C(=O)OC)C(=O)OC